CC1(C)CC(CC(C)=C1\C=C\C(\C)=C\C=C\C(\C)=C\C=C\C=C(/C)\C=C\C=C(/C)\C=C\C=C(/C)\CCC(=C(C)C)O)O β,ψ-Carotene-2,3-diol